C(CCCCCCC)(=O)[O-].[Co+3].C(CCCCCCC)(=O)[O-].C(CCCCCCC)(=O)[O-] cobalt(III) octanoate